bromo-6-(4-fluorophenyl)pyrazolo[1,5-a]pyridine BrC1=NN2C(C=CC(=C2)C2=CC=C(C=C2)F)=C1